CC1=CC=C(C=C1)S(=O)(=O)OCCCOCCCNC(=O)OC(C)(C)C 3-(3-((tert-butoxycarbonyl)amino)propoxy)propyl 4-methylbenzenesulfonate